CC1(OCC[C@H](O1)COC1=NC(=NC=C1)C1C=CC=C2NCCNC21)C 5-((((S)-2,2-dimethyl-1,3-dioxan-4-yl)methoxy)pyrimidine-2-yl)-1,2,3,4,4a,5-hexahydrobenzo[b]pyrazine